5-Chloro-6-(2,6-difluoro-4-(((1R,5S,6s)-3-methyl-3-azabicyclo[3.1.0]hex-6-yl)methoxy)phenyl)-N-((R)-3-methylbutan-2-yl)-[1,2,4]triazolo[1,5-a]pyrimidin-7-amine ClC1=NC=2N(C(=C1C1=C(C=C(C=C1F)OCC1[C@H]3CN(C[C@@H]13)C)F)N[C@H](C)C(C)C)N=CN2